C[C@H]1N(CCN(C1)C)C(=O)OC=1C=C2C(=NC=NC2=CC1O)OC=1C(=C2C=C(NC2=CC1)C)F 4-((4-fluoro-2-methyl-1H-indol-5-yl) oxy)-7-hydroxyquinazolin-6-yl (R)-2,4-dimethylpiperazine-1-carboxylate